benzyl-oxymethyl-oxirane C(C1=CC=CC=C1)OCC1OC1